N-(pyridin-3-yl)-3-(4H-1,2,4-triazol-4-yl)benzamide N1=CC(=CC=C1)NC(C1=CC(=CC=C1)N1C=NN=C1)=O